2-(tert-butoxycarbonyl-(methyl)amino)acetic acid C(C)(C)(C)OC(=O)N(CC(=O)O)C